[2-(2,2-dimethoxyethoxy)-7-[8-ethyl-3-(methoxymethoxy)-1-naphthyl]-8-fluoro-pyrido[4,3-d]pyrimidin-4-yl]-3,8-diazabicyclo[3.2.1]octane-8-carboxylate COC(COC=1N=C(C2=C(N1)C(=C(N=C2)C2=CC(=CC1=CC=CC(=C21)CC)OCOC)F)OC(=O)N2C1CNCC2CC1)OC